tert-butyl (2S,4S)-4-((3-amino-7-bromo-2,6-dichloroquinolin-4-yl)amino)-2-(2-(tert-butoxy)-2-oxoethyl)piperidine-1-carboxylate NC=1C(=NC2=CC(=C(C=C2C1N[C@@H]1C[C@H](N(CC1)C(=O)OC(C)(C)C)CC(=O)OC(C)(C)C)Cl)Br)Cl